1-[2-(dimethylphosphoryl)-6-fluorophenyl]methylamine CP(=O)(C)C1=C(C(=CC=C1)F)CN